1-(7Z,10Z,13Z,16Z-docosatetraenoyl)-2-(11Z-octadecenoyl)-sn-glycero-3-phosphocholine CCCCCC/C=C\CCCCCCCCCC(=O)O[C@H](COC(=O)CCCCC/C=C\C/C=C\C/C=C\C/C=C\CCCCC)COP(=O)([O-])OCC[N+](C)(C)C